C=CC1=CC=C(C=C1)S(=O)(=O)O.C=CC1=CC=CC=C1 styrene p-styrenesulfonate